C(C)OCCN(CCC(C(=O)O)NC1=NC=NC2=CC=CC=C12)CCCCC1=NC=2NCCCC2C=C1 4-((2-ethoxyethyl)(4-(5,6,7,8-tetrahydro-1,8-naphthyridin-2-yl)butyl)amino)-2-(quinazolin-4-ylamino)butanoic acid